C(N)(=O)C=1C=C(C(=C2C(=C(NC12)C)C)C1=C2CCN(CC2=CC=C1)C(=O)OC(C)(C)C)C#N tert-butyl 5-(7-carbamoyl-5-cyano-2,3-dimethyl-1H-indol-4-yl)-3,4-dihydroisoquinoline-2(1H)-carboxylate